NC1=C2C(=C(C=CC2=CC=C1)N=NC1=CC=CC=C1)O 5-amino-4-hydroxy-3-(phenylazo)naphthalene